CC1=CC=CC(=N1)C1=NC=CC(=N1)NC1=NC(=NC=C1)NC1=CC=C(C=C1)COCCO 2-[[4-[[4-[[2-(6-methyl-2-pyridyl)pyrimidin-4-yl]amino]pyrimidin-2-yl]amino]phenyl]methoxy]ethanol